ClC=1C=CC(=C(C(=O)N[C@H](C(C(=O)O)O)C[C@H]2C(N[C@@H](C2)C)=O)C1)NC(CCC(F)(F)F)=O (3S)-3-(5-chloro-2-(4,4,4-trifluorobutanamido)benzamido)-2-hydroxy-4-((3S,5R)-5-methyl-2-oxopyrrolidin-3-yl)butanoic acid